FC(C12CC(C1)(C2)C(=O)ON2C(C1=CC=CC=C1C2=O)=O)(F)F 1,3-dioxoisoindol-2-yl 3-(trifluoromethyl)bicyclo[1.1.1]pentane-1-carboxylate